I\C(=C/C(=O)[O-])\C 3-iodocrotonate